C(#N)[C@H](CC1=C(C2=C(C=C(S2)C2=CC=C3CCC4(CCN(CC4)C)C3=C2)C=C1)F)NC(=O)[C@H]1OC[C@@H](CCNC1)OC (2S,7R)-N-[(1S)-1-cyano-2-(7-fluoro-2-{1'-methyl-2,3-dihydrospiro[indene-1,4'-piperidin]-6-yl}-1-benzothiophen-6-yl)ethyl]-7-methoxy-1,4-oxazocane-2-carboxamide